(4-bromo-3-ethoxybenzyl)-5-fluoro-2-methoxybenzamide BrC1=C(C=C(CC=2C(=C(C(=O)N)C=C(C2)F)OC)C=C1)OCC